(1R,2S,4R)-borneol [C@]12([C@H](C[C@@H](CC1)C2(C)C)O)C